1-N'-[3-chloro-4-[(6,7-dimethoxy-1,5-naphthyridin-4-yl)oxy]phenyl]-1-N-(4-fluorophenyl)cyclopropane-1,1-dicarboxamide ClC=1C=C(C=CC1OC1=CC=NC2=CC(=C(N=C12)OC)OC)NC(=O)C1(CC1)C(=O)NC1=CC=C(C=C1)F